(3S)-N-[2-[2-(dimethylamino)ethoxy]-4-(1H-pyrazol-4-yl)phenyl]-6-methoxy-3,4-dihydro-2H-chromene-3-carboxamide CN(CCOC1=C(C=CC(=C1)C=1C=NNC1)NC(=O)[C@@H]1COC2=CC=C(C=C2C1)OC)C